6-((3S,4S)-4-amino-3-methyl-2-oxa-8-azaspiro[4.5]decan-8-yl)-3-((4-chlorophenyl)ethynyl)-5-methyl-1,5-dihydro-4H-pyrazolo[3,4-d]pyrimidin-4-one N[C@@H]1[C@@H](OCC12CCN(CC2)C=2N(C(C1=C(N2)NN=C1C#CC1=CC=C(C=C1)Cl)=O)C)C